O.[N+](=O)([O-])C1=C(C=CC(=C1)[N+](=O)[O-])S(=O)(=O)O L-2,4-dinitrobenzenesulfonic acid hydrate